C(C)(C)(C)OC(=O)N1[C@@H](CC(C[C@@H]1C)OC1=CC=C(C=C1)C=1C(=NC(=C(C1)C=1C=C2CCNC(C2=CC1)=O)N)F)C.Cl[SiH2]C chloro(methyl)silane tert-butyl-(2R,4s,6S)-4-(4-(6-amino-2-fluoro-5-(1-oxo-1,2,3,4-tetrahydroisoquinolin-6-yl)pyridin-3-yl)phenoxy)-2,6-dimethylpiperidine-1-carboxylate